3-[3-(3,4-Difluoro-benzyl)-3H-imidazo[4,5-b]pyridin-2-yl]-N-[2-hydroxy-1-(4-trifluoromethoxyphenyl)-ethyl]-propionamide FC=1C=C(CN2C(=NC=3C2=NC=CC3)CCC(=O)NC(CO)C3=CC=C(C=C3)OC(F)(F)F)C=CC1F